5-(tert-butyl)2-methyl-1-methyl-d3-1,4,6,7-tetrahydro-5H-imidazo[4,5-c]pyridine C(C)(C)(C)N1CC2=C(CC1)N(C(=N2)C)C([2H])([2H])[2H]